5-chloro-3-hydroxy-8-((1-(2-hydroxyethyl)-1H-indol-6-yl)sulfonyl)quinazoline-2,4(1H,3H)-dione ClC1=C2C(N(C(NC2=C(C=C1)S(=O)(=O)C1=CC=C2C=CN(C2=C1)CCO)=O)O)=O